FC1=CC(=CC2=C1N=C(S2)N)C=2C=NC=CC2C 4-fluoro-6-(4-methylpyridin-3-yl)benzo[d]thiazol-2-amine